1-benzyl-3,4-dimethyl-2-oxo-N-(2,4,6-trifluorobenzyl)-1,2,3,4-tetrahydro-quinazoline-7-carboxamide C(C1=CC=CC=C1)N1C(N(C(C2=CC=C(C=C12)C(=O)NCC1=C(C=C(C=C1F)F)F)C)C)=O